COC1=C(C=CC(=C1)OC)C(/C=C/C1=CC=C(C(=O)OC2[C@@H]([C@@H]3CC[C@H]([C@@H]4CC[C@@]5(OO[C@]43[C@H](O2)O5)C)C)C)C=C1)=O [(1S,4S,5R,8S,9R,12R,13R)-1,5,9-Trimethyl-11,14,15,16-tetraoxatetracyclo[10.3.1.04,13.08,13]hexadecan-10-yl] 4-[(E)-3-(2,4-dimethoxyphenyl)-3-oxoprop-1-enyl]benzoate